C(=C)C=1C=C(C=CC1)CCC(=O)OC(C)(C)C tert-butyl 3-(3-vinylphenyl)propionate